4-(7-methyl-1-propionylindol-5-yl)-N-(pyridin-3-ylmethyl)benzamide methyl-7-cyclobutoxy-2-methylimidazo[1,2-a]pyridine-6-carboxylate COC(=O)C=1C(=CC=2N(C1)C=C(N2)C)OC2CCC2.CC=2C=C(C=C1C=CN(C21)C(CC)=O)C2=CC=C(C(=O)NCC=1C=NC=CC1)C=C2